3-((2'-(1H-tetrazol-5-yl)-[1,1'-biphenyl]-4-yl)methyl)-2-(2-aminobutyl)-1,3-diazaspiro[4.4]non-1-en-4-one N1N=NN=C1C1=C(C=CC=C1)C1=CC=C(C=C1)CN1C(=NC2(C1=O)CCCC2)CC(CC)N